2-(6-amino-5-(8-(6-(3-(azepan-1-yl)prop-1-yn-1-yl)pyridazin-4-yl)-3,8-diazabicyclo[3.2.1]octan-3-yl)pyridazin-3-yl)phenol NC1=C(C=C(N=N1)C1=C(C=CC=C1)O)N1CC2CCC(C1)N2C2=CN=NC(=C2)C#CCN2CCCCCC2